2-[5-methyl-(3-indolyl)]cyclohexanone CC=1C=C2C(=CNC2=CC1)C1C(CCCC1)=O